C(C=C)(=O)[O-].C(C)C[N+](C)(C)Cl ethyl-chlorotrimethylammonium acrylate